2-chloro-6,7-dihydro-5H-cyclopenta[b]pyridine 1-oxide ClC1=CC=C2C(=[N+]1[O-])CCC2